Cadmium-Telluride [Te-2].[Cd+2]